C(C)(C)(C)OC(=O)N1CCC(CC1)OC1=NC(=CC=C1)N1N(C(C=2C1=NC(=NC2)NC2=CC1=C(N=CS1)C=C2)=O)CC=C tert-butyl-4-[(6-{6-[(1,3-benzothiazol-6-yl)amino]-3-oxo-2-(prop-2-en-1-yl)-1H,2H,3H-pyrazolo[3,4-d]pyrimidin-1-yl}pyridin-2-yl)oxy]piperidine-1-carboxylate